NC=1C=C(C2=C(NC(N2C)=O)C1)OCC(=O)OCC ethyl 2-((6-amino-3-methyl-2-oxo-2,3-dihydro-1H-benzo[d]imidazol-4-yl)oxy)acetate